OC1=CC=C(C=C1)C=CC(=O)C1=C(C=C(C=C1)O[C@@H]1O[C@@H]([C@H]([C@H]([C@H]1O)O)O)CO)O 3-(4-Hydroxyphenyl)-1-[2-hydroxy-4-[(2S,3R,4R,5S,6R)-3,4,5-trihydroxy-6-(hydroxymethyl)oxan-2-yl]oxyphenyl]prop-2-en-1-one